FC1=CC=C(C=C1)C1=CC=2C(=NC=C(C2)B2OC(C(O2)(C)C)(C)C)N1 2-(4-Fluorophenyl)-5-(4,4,5,5-tetramethyl-1,3,2-dioxaborolan-2-yl)-1H-pyrrolo[2,3-b]-pyridine